C(C)(=O)ON=C(N)C=1C=C(C=CC1)CC(C=1SC2=C(N1)C=CC=C2)NS(=O)(=O)C=2C=C(NC(CC1CCN(CC1)C(=O)OC(C)(C)C)=O)C=CC2 tert-butyl 4-[2-[3-[[2-[3-(N'-acetoxycarbamimidoyl)phenyl]-1-(1,3-benzothiazol-2-yl)ethyl]sulfamoyl]anilino]-2-oxo-ethyl]piperidine-1-carboxylate